oxo-heptanediol O=C(C(O)O)CCCCC